P(=O)(OC(OCC)OCC)(OC(OCC)OCC)[O-] bis(diethoxymethyl) phosphate